THIOCYCLOHEPTYNE C1CCC(C#CC1)S